6-(4-(3-(4-chloro-3-fluorophenyl)-1-isobutyl-5-methyl-1H-pyrrolo[2,3-b]pyridine-6-carbonyl)piperazin-1-yl)-2,4-dimethylnicotinic acid ClC1=C(C=C(C=C1)C1=CN(C2=NC(=C(C=C21)C)C(=O)N2CCN(CC2)C2=NC(=C(C(=O)O)C(=C2)C)C)CC(C)C)F